Br(=O)(=O)[O-].[NH4+] Ammonium bromat